7-fluoro-2-((2R,4S)-2-hydroxy-4-((6-oxo-5-(trifluoromethyl)-1,6-dihydropyridazin-4-yl)amino)pentyl)-6-(5-(trifluoromethyl)pyrimidin-2-yl)isoquinolin-1(2H)-one FC1=C(C=C2C=CN(C(C2=C1)=O)C[C@@H](C[C@H](C)NC=1C=NNC(C1C(F)(F)F)=O)O)C1=NC=C(C=N1)C(F)(F)F